N-(4-bromo-2,5-difluorophenyl)-7-chloro-6-(difluoromethoxy)pyrazolo[1,5-a]pyridine-3-sulfonamide BrC1=CC(=C(C=C1F)NS(=O)(=O)C=1C=NN2C1C=CC(=C2Cl)OC(F)F)F